(R)-2-(2-chloro-4-(trifluoromethyl)phenyl)-N-(1-hydroxybutan-2-yl)-4-methoxyquinoline-7-carboxamide ClC1=C(C=CC(=C1)C(F)(F)F)C1=NC2=CC(=CC=C2C(=C1)OC)C(=O)N[C@@H](CO)CC